N1(CCNCC1)C(=O)OC1(CC(C1)CO)C(C)(C)C tert-butyl-[(1s,3s)-3-(hydroxymethyl) cyclobutyl] piperazine-1-carboxylate